C(#N)[C@@H](C[C@@H]1C(NCCC1)=O)NC(=O)[C@H]1N([C@@H]2CC([C@H]1CC2)(F)F)C(=O)C=2NC1=C(C(=CC(=C1C2)F)F)F (1S,3S,4S)-N-[(1R)-1-cyano-2-[(3R)-2-oxo-3-piperidyl]ethyl]-5,5-difluoro-2-(4,6,7-trifluoro-1H-indole-2-carbonyl)-2-azabicyclo[2.2.2]octane-3-carboxamide